BrC=1C=C(C(=NC1)N)OC(C)(C)C1=C(C=CC(=C1)F)C1=NN(C=C1CC=1C=NN(C1)CC(F)(F)F)C 5-bromo-3-((2-(5-fluoro-2-(1-methyl-4-((1-(2,2,2-trifluoroethyl)-1H-pyrazol-4-yl)methyl)-1H-pyrazol-3-yl)phenyl)propan-2-yl)oxy)pyridin-2-amine